5-chloro-1'-[[1-(2-methylsulfonylethyl)pyrazol-4-yl]methyl]spiro[1H-isobenzofuran-3,4'-piperidine]-1-carbonitrile ClC=1C=C2C(=CC1)C(OC21CCN(CC1)CC=1C=NN(C1)CCS(=O)(=O)C)C#N